6-bromo-4-methylbenzo[d]Thiazol-2-amine BrC1=CC2=C(N=C(S2)N)C(=C1)C